5-chloro-3-methoxy-pyridin-2-amine ClC=1C=C(C(=NC1)N)OC